C[C@H](CCNC1=NC=NC2=C1NC=N2)CO The molecule is a 6-alkylaminopurine that is 7H-purin-6-amine where one of the hydrogens of the amino group is replaced by a 4-hydroxy-3-methylbutyl group. It is an intermediate in the zeatin biosynthesis. It has a role as a cytokinin and a plant metabolite.